N-(2-bromo-4-(perfluoropropan-2-yl)-6-(trifluoromethyl)phenyl)-3-(4-cyano-N-(cyclopropylmethyl)benzamido)-2-fluorobenzamide BrC1=C(C(=CC(=C1)C(C(F)(F)F)(C(F)(F)F)F)C(F)(F)F)NC(C1=C(C(=CC=C1)N(C(C1=CC=C(C=C1)C#N)=O)CC1CC1)F)=O